diisopropyl-octyl-chlorosilane C(C)(C)[Si](Cl)(CCCCCCCC)C(C)C